CC(C(=O)OC=1C(=NC=CC1OC)C(N[C@H](C(=O)O[C@H]([C@@H](C)C1=C(C=CC=C1C)C)C)C)=O)C [2-[[(1S)-2-[(1S,2S)-2-(2,6-dimethylphenyl)-1-methyl-propoxy]-1-methyl-2-oxo-ethyl] carbamoyl]-4-methoxy-3-pyridinyl] 2-methylpropionate